methyl-(2,2,6,6-tetramethyl-piperidin-4-yl)-amine CNC1CC(NC(C1)(C)C)(C)C